1-(1-oxo-5-((4-(thiophen-3-yl)-3,6-dihydropyridin-1(2H)-yl)methyl)isoindolin-2-yl)dihydropyrimidine-2,4(1H,3H)-dione O=C1N(CC2=CC(=CC=C12)CN1CCC(=CC1)C1=CSC=C1)N1C(NC(CC1)=O)=O